S(=O)(=O)(O[O-])[O-].C(C1=CC=CC=C1)[P+](C1=CC=CC=C1)(C1=CC=CC=C1)C1=CC=CC=C1.C(C1=CC=CC=C1)[P+](C1=CC=CC=C1)(C1=CC=CC=C1)C1=CC=CC=C1 benzyltriphenylphosphonium peroxymonosulfate